acrylamide benzoyl-glycinate C(C1=CC=CC=C1)(=O)NCC(=O)O.C(C=C)(=O)N